NC1=NC(N(C=C1)C[C@@H]1OCP(OC1)(=O)OCC1=C(C(=O)OC(C)C)C=CC=C1)=O isopropyl 2-((((5S)-5-((4-amino-2-oxopyrimidin-1(2H)-yl)methyl)-2-oxido-1,4,2-dioxaphosphinan-2-yl)oxy)methyl)benzoate